[K].CN(CC(CS(=O)(=O)NC(NC1=C2CCCC2=CC=2CCCC12)=O)C)C 3-(Dimethylamino)-N-((1,2,3,5,6,7-hexahydro-s-indacen-4-yl)carbamoyl)-2-methylpropane-1-sulfonamide, potassium salt